5-butenyl-1,3-oxathiolan-2-one C(=CCC)C1CSC(O1)=O